(S)-3-(([1,1'-biphenyl]-3-ylmethyl)amino)-1-chloro-4-oxo-4,6,7,8-tetrahydropyrrolo[1,2-a]pyrazine-6-carboxylic acid C1(=CC(=CC=C1)CNC1=NC(=C2N(C1=O)[C@@H](CC2)C(=O)O)Cl)C2=CC=CC=C2